FC1=C(C=CCN1[C@@H]1[C@@H](C1)F)N1CCN(CC1)CC=1C(=C2NC(C(=NC2=CC1)C)=O)F 6-Fluoro-5-(4-((5-fluoro-2-methyl-3-oxo-3,4-dihydroquinoxalin-6-yl)methyl)piperazin-1-yl)-N-((1S,2R)-2-fluorocyclopropyl)pyridine